O=C1CCC=2C(=CC=CC12)CC#N 1-oxo-2,3-dihydro-1H-indene-4-acetonitrile